CC=1C=C2C=C(C=C(C2=CC1)O)O[Si](C(C)C)(C(C)C)C(C)C 6-methyl-3-triisopropylsilyloxy-naphthalen-1-ol